CC1(CC1)C(=O)N1CCC2(CO2)CC1 (1-methylcyclopropyl)(1-oxa-6-azaspiro[2.5]oct-6-yl)methanone